flavone-8-acetic acid O1C(=CC(=O)C2=CC=CC(=C12)CC(=O)O)C1=CC=CC=C1